COC1=CC=C(C=C1)C1=NOC(=N1)N1CCC(CC1)C(=O)NCC1CN(CC1)C1CCOCCC1 1-(3-(4-methoxyphenyl)-1,2,4-oxadiazol-5-yl)-N-((1-(oxepan-4-yl)pyrrolidin-3-yl)methyl)piperidine-4-carboxamide